C1(=CC(=CC=C1)C#CC1=C(N)C=CC=C1)C o-m-tolylethynyl-aniline